BrC1=CC=C(C=C1)C(CNC(CNC(OC(C)(C)C)=O)=O)(O)C1=CC=C(C=C1)Cl tert-butyl (2-((2-(4-bromophenyl)-2-(4-chlorophenyl)-2-hydroxyethyl)amino)-2-oxoethyl)carbamate